ClC=1C=C(C=CC1)S(=O)(=O)NC1CCC(CC1)O 3-chloro-N-((1r,4r)-4-hydroxycyclohexyl)benzenesulfonamide